C(\C=C\C(=O)[O-])(=O)O.[Zn+2].C(\C=C\C(=O)[O-])(=O)O zinc hydrogen fumarate salt